ClC=1C=CC=C2CCC(CC12)N1CC2=C(CC1)N(C(=N2)C2=C(C=CC=C2)Cl)CCO 2-(5-(8-chloro-1,2,3,4-tetrahydronaphthalen-2-yl)-2-(2-chlorophenyl)-4,5,6,7-tetrahydro-1H-imidazo[4,5-c]pyridin-1-yl)ethan-1-ol